BrC(=CC(C1=CC=C(C=C1)[N+](=O)[O-])C1=CC(=C(C(=C1)C(C)(C)C)O)C(C)(C)C)C1=CC=C(C=C1)[N+](=O)[O-] 4-(3-bromo-1,3-bis(4-nitrophenyl)allyl)-2,6-di-tert-butylphenol